OC(CNC=1SC(=C(N1)C)C(=O)NC1CC2(C1)CC(C2)OC2=C(C=C1C(=N2)CCOC1)C(N)=O)(C)C 2-[(2-hydroxy-2-methylpropyl)amino]-4-methyl-N-[(4s)-6-({3-carbamoyl-5H,7H,8H-pyrano[4,3-b]pyridin-2-yl}oxy)spiro[3.3]heptan-2-yl]-1,3-thiazole-5-carboxamide